(3R)-N-[5-chloro-1-[4-(N-ethyl-4-fluoro-anilino)phenyl]-6-oxo-pyridazin-4-yl]tetrahydropyran-3-carboxamide ClC1=C(C=NN(C1=O)C1=CC=C(C=C1)N(C1=CC=C(C=C1)F)CC)NC(=O)[C@H]1COCCC1